C(#N)C1=NC(=NC(=C1)C)N1CCN(CC1)S(=O)(=O)C=1C=C2CCN(C2=CC1)C(=O)[O-] 5-((4-(4-cyano-6-methylpyrimidin-2-yl)piperazin-1-yl)sulfonyl)indoline-1-carboxylate